5-chloro-1-(1-cyclopropyl-1H-pyrazol-4-yl)-6-(1-(3-ethyloxetan-3-yl)piperidin-4-yl)-1H-indazole ClC=1C=C2C=NN(C2=CC1C1CCN(CC1)C1(COC1)CC)C=1C=NN(C1)C1CC1